diethylene glycol e-lactate tert-butyl-N-(2-hydroxyethyl)carbamate C(C)(C)(C)N(C(=O)OCCOCCOC(C(O)C)=O)CCO